FC1=CC(=C2C=C(N(C2=C1F)CCNC1=CC(=NC=N1)C1=CC(=CS1)C(F)(F)F)C)OC 5-{6-[2-(6,7-Difluoro-4-methoxy-2-methyl-indol-1-yl)-ethylamino]-pyrimidin-4-yl}-3-trifluoromethyl-thiophen